N-(4-fluoro-3-methylphenyl)-5-(2-(((1S,3R)-3-hydroxy-2,2-dimethylcyclobutyl)amino)-2-oxoacetyl)-1,2,4-trimethyl-1H-pyrrole-3-carboxamide FC1=C(C=C(C=C1)NC(=O)C1=C(N(C(=C1C)C(C(=O)N[C@@H]1C([C@@H](C1)O)(C)C)=O)C)C)C